CC=1C=C(C(=NC1C)C1=NC=CC=C1)OC1=CCN(C=C1)C1=CC=C(C=C1)OC 4-(5,6-Dimethyl-2-pyridin-2-yl-pyridin-3-yl)oxy-N-(4-methoxyphenyl)pyridin